ClC1=CC2=C(N=N1)N(C=C2)COCC[Si](C)(C)C 3-chloro-7-((2-(trimethylsilyl)ethoxy)methyl)-7H-pyrrolo[2,3-c]pyridazine